[OH-].C(CC)[NH3+] n-propyl-ammonium hydroxide